α-monoisostearyl glyceryl ether CC(C)CCCCCCCCCCCCCCCOCC(CO)O